tert-Butyl N-[(1R)-1-[(S)-[2-(1,3-dioxolan-2-yl)phenyl]-hydroxy-methyl]-3-methyl-butyl]carbamate O1C(OCC1)C1=C(C=CC=C1)[C@@H]([C@@H](CC(C)C)NC(OC(C)(C)C)=O)O